[Li+].P(=O)([O-])([O-])[O-].[Fe+2].[K+] potassium iron phosphate lithium